Cl.OC1CN(CC1)CC=1C=NC2=C(N=CC=C2C1)NC=1C(=C(C=CC1)B(O)O)C (3-((3-((3-hydroxypyrrolidin-1-yl)methyl)-1,7-naphthyridin-8-yl)amino)-2-methylphenyl)boronic acid hydrochloride